Cl.FC(CC1(CCC(CC1)N)N)(C)F 1-(2,2-difluoropropyl)cyclohexane-1,4-diamine hydrochloride